O1C[C@@H]([C@@H](C=CC1)NC(OC(C)(C)C)=O)NC(OC(C)(C)C)=O Di-tert-butyl (3R,4R)-2,3,4,7-tetrahydrooxepin-3,4-diylbis-rac-carbamate